BrC1=C(C(=CC=C1)F)CNC 1-(2-bromo-6-fluorophenyl)-N-methyl-methylamine